OC=1C=C(C(=O)C2=C(C(=O)O)C=CC=C2)C=CC1 2-(3-hydroxybenzoyl)benzoic acid